N-(2-(4-(dimethylamino)-[1,4'-bipiperidine]-1'-yl)-5-((6-((R)-3-(2-fluoro-3-methylphenyl)isoxazolidine-2-yl)pyrimidine-4-yl)amino)-4-methoxyphenyl)acrylamide CN(C1CCN(CC1)C1CCN(CC1)C1=C(C=C(C(=C1)OC)NC1=NC=NC(=C1)N1OCC[C@@H]1C1=C(C(=CC=C1)C)F)NC(C=C)=O)C